C1(=CC=CC=C1)C(=C(C1=CC=CC=C1)C1=CC=CC=C1)C1=CC=C(C=C1)NC(C=C)=O N-(4-(1,2,2-triphenylvinyl)phenyl)acrylamide